NC1=NC(=CC(=N1)N1CCC2(C[C@H](NC2)C(=O)O)CC1)O[C@@H](C(F)(F)F)C1=C(C=C(C=C1)Cl)C=1C=NC=CC1 (S)-8-(2-amino-6-((R)-1-(4-chloro-2-(pyridin-3-yl)phenyl)-2,2,2-trifluoroethoxy)pyrimidin-4-yl)-2,8-diazaspiro[4.5]decane-3-carboxylic acid